N-(4-amino-1H-pyrazolo[4,3-c]pyridin-7-yl)-2-((2S,5R)-4-(3-(dimethylamino)-2,2-dimethylpropanoyl)-5-methyl-2-phenylpiperazin-1-yl)-2-oxoacetamide NC1=NC=C(C2=C1C=NN2)NC(C(=O)N2[C@H](CN([C@@H](C2)C)C(C(CN(C)C)(C)C)=O)C2=CC=CC=C2)=O